NC1=C(C=2C(=NC(=C(N2)C)C)C=N1)C#CC=1C=NC=C(C(=O)NC2=CC(=C(C=C2)CN2CCN(CC2)C)C(F)(F)F)C1 5-((7-amino-2,3-dimethylpyrido[3,4-b]pyrazin-8-yl)ethynyl)-N-(4-((4-methylpiperazin-1-yl)methyl)-3-(trifluoromethyl)phenyl)nicotinamide